2-(2'-(4-methyl-4H-1,2,4-triazol-3-yl)-[1,1'-biphenyl]-3-yl)-7-(trifluoromethyl)-1H-benzo[d]imidazol-6-amine CN1C(=NN=C1)C1=C(C=CC=C1)C1=CC(=CC=C1)C1=NC2=C(N1)C(=C(C=C2)N)C(F)(F)F